phosphorus (phosphoate) P(=O)([O-])([O-])[O-].[P+3]